6-(6-chloro-2,5-dimethyl-pyrimidin-4-yl)-3-methyl-7,8-dihydro-5H-1,6-naphthyridine ClC1=C(C(=NC(=N1)C)N1CC=2C=C(C=NC2CC1)C)C